12-methyl-2,5,8,11-tetraoxatridecane CC(OCCOCCOCCOC)C